2-((2-(2-chloroethoxy)ethoxy)methyl)-2,3-dihydrothieno[3,4-b][1,4]dioxine ClCCOCCOCC1COC=2C(O1)=CSC2